diphenylcyclobutylamine C1(=CC=CC=C1)N(C1CCC1)C1=CC=CC=C1